NC=1C=C(C=CC1)NC(C1=CC=C(C=C1)N)=O N-(3-aminophenyl)-4-aminobenzamide